(S)-2-((2,3-dihydrofuro[3,2-b]pyridin-5-yl)methyl)-6-(1H-pyrazole-4-sulfonimidoyl)phthalazin-1(2H)-one O1CCC2=NC(=CC=C21)CN2C(C1=CC=C(C=C1C=N2)[S@@](=O)(=N)C=2C=NNC2)=O